2-chloroquinoline-3,4-diamine ClC1=NC2=CC=CC=C2C(=C1N)N